C(C=C)N(CC=C)CCOC1=NC(=NC(=N1)C(Cl)(Cl)Cl)C(Cl)(Cl)Cl 2-(2-(N,N-diallylamino)ethoxy)-4,6-bis(trichloromethyl)-s-triazine